(R)-N-(3-fluoro-4-(1-methoxy-2-methylpropan-2-yl)phenyl)-2-((3-hydroxy-1,2-oxazol-5-yl)carbonyl)-6-methoxy-1,2,3,4-tetrahydroisoquinoline-1-carboxamide FC=1C=C(C=CC1C(COC)(C)C)NC(=O)[C@@H]1N(CCC2=CC(=CC=C12)OC)C(=O)C1=CC(=NO1)O